4-(TRIMETHOXYSILYLETHYL)BENZYLTRIMETHYL-AMMONIUM CHLORIDE [Cl-].CO[Si](OC)(OC)CCC1=CC=C(C[N+](C)(C)C)C=C1